7-Chloro-6-((2-methoxy-4-(4-methylpiperazin-1-yl)phenyl)amino)-2-methylchinolin-5,8-dion ClC1=C(C(C=2C=CC(=NC2C1=O)C)=O)NC1=C(C=C(C=C1)N1CCN(CC1)C)OC